1-methyl-4-(pyrimidin-2-yl)-1H-pyrazole-3-carboxylic acid lithium [Li].CN1N=C(C(=C1)C1=NC=CC=N1)C(=O)O